(5S,8S)-N-(2-chloro-4-fluorobenzyl)-5-fluoro-8-methoxy-5,6,7,8-tetrahydroquinoline-5-carboxamide ClC1=C(CNC(=O)[C@]2(C=3C=CC=NC3[C@H](CC2)OC)F)C=CC(=C1)F